C[C@H]1N([C@H](CN(C1)C1=NC2=CC=CC=C2C=N1)C)C(=O)OC1CC2(CN(C2)CC2=CC=C(C=C2)F)C1 2-[(4-fluorophenyl)methyl]-2-azaspiro[3.3]heptan-6-yl (2R,6S)-2,6-dimethyl-4-(quinazolin-2-yl)piperazine-1-carboxylate